9H-carbazole-3-carboxylic acid ethyl ester C(C)OC(=O)C=1C=CC=2NC3=CC=CC=C3C2C1